C(C(CO)O)OCC(CO)O di-(propan-2,3-diolyl) ether